CN(C(=O)N)N=O 1-methylnitrosourea